N1CCC(CC1)C1(C(CCC1)O)O (piperidin-4-yl)cyclopentane-1,2-diol